2-Ethoxyresorcin C(C)OC1=C(O)C=CC=C1O